rel-5-[2-[(2R,6S)-2,6-Dimethyl-4-morpholinyl]-4-(4-morpholinyl)pyrido[2,3-d]pyrimidin-7-yl]-2-methoxybenzenemethanol C[C@@H]1CN(C[C@@H](O1)C)C=1N=C(C2=C(N1)N=C(C=C2)C=2C=CC(=C(C2)CO)OC)N2CCOCC2 |o1:1,5|